NCCCCNC(=N)N aminobutyl-guanidine